FC1=CC(=CC=2N(C(=NC21)C)C(C)C)C2=CNC1=NC=C(C=C12)C=1C(=NN(C1C)C)C 4-Fluoro-1-isopropyl-2-methyl-6-(5-(1,3,5-trimethyl-1H-pyrazol-4-yl)-1H-pyrrolo[2,3-b]pyridin-3-yl)-1H-benzo[d]imidazole